(s)-2-((Cyclopropylmethyl)amino)-4-(1-((5-methoxy-7-methyl-1H-indol-4-yl)methyl)-4-(3,3,3-trifluoropropyl)piperazin-2-yl)benzoic acid C1(CC1)CNC1=C(C(=O)O)C=CC(=C1)[C@@H]1N(CCN(C1)CCC(F)(F)F)CC1=C2C=CNC2=C(C=C1OC)C